(Z)-3,7-Dimethylnona-1,6-dien-3-yl-2-phenylacetat CC(C=C)(CC\C=C(/CC)\C)OC(CC1=CC=CC=C1)=O